CC1=NC(=CC(=C1)C=1NC2=CC(=CC=C2C1C)C=1C=NC(=CC1)N1CCN(CC1)C([C@@H]1NCCC1)=O)C (R)-2-(2,6-dimethylpyridin-4-yl)-3-methyl-6-(6-(4-prolylpiperazin-1-yl)pyridin-3-yl)-1H-indole